ethyl-8-(2,5-difluorobenzyl)imidazo[1,2-a]pyrazine-6-carboxamidine C(C)C=1N=C2N(C=C(N=C2CC2=C(C=CC(=C2)F)F)C(=N)N)C1